OC1=C(C=CC=C1)C=1C=C2C(=NN1)NC[C@@H]1N2CCN(C1)CCN1CCN(CC1)C(=O)OC(C)(C)C tert-butyl (S)-4-(2-(2-(2-hydroxyphenyl)-5,6,6a,7,9,10-hexahydro-8H-pyrazino[1',2':4,5]pyrazino[2,3-c]pyridazin-8-yl)ethyl)piperazine-1-carboxylate